2-(methylsulphanyl)ethyl-1H-pyrazole CSCCN1N=CC=C1